C1(=CC=CC=C1)OP(OC1=CC=CC=C1)OC1=CC=CC=C1 tris(phenyloxy)phosphine